C1(CCCCCCC1)OC(/C=C/C(=O)OCC(C(=O)O)(C)C)=O (E)-3-((4-(cyclooctyloxy)-4-oxobut-2-enoyl)oxy)-2,2-dimethylpropanoic acid